C1=CC(=CC=2C3=CC(=CC=C3NC12)B(O)O)B(O)O (9H-carbazole-3,6-diyl)diboronic acid